(S)-7-((3-(2,3-dihydrobenzo[b][1,4]dioxin-6-yl)-2-methylbenzyl)oxy)-3,4-dihydroisoquinoline-2,3(1H)-dicarboxylic acid 2-tert-butyl ester 3-methyl ester COC(=O)[C@H]1N(CC2=CC(=CC=C2C1)OCC1=C(C(=CC=C1)C1=CC2=C(OCCO2)C=C1)C)C(=O)OC(C)(C)C